2-(2,3-DIHYDRO-BENZOFURAN-5-YL)-4-FORMYL-IMIDAZOLE O1CCC2=C1C=CC(=C2)C=2NC=C(N2)C=O